N-((5-fluoro-2,3-dihydrobenzofuran-4-yl)methyl)-8-(trifluoromethyl)-6H-2,3,5a,9,12,13a-hexaaza-benzo[4,5]cyclopenta[7,8]cycloocta[1,2,3-cd]inden-13-amine FC=1C=CC2=C(CCO2)C1CNC1=C2C(=C3C4=C(C=CN4CC=C3C(F)(F)F)C=3N1C=NN3)N=CC=N2